FC=1C=C2C(=CNC2=CC1)CC(C)N 2-(5-fluoro-1H-indol-3-yl)-1-methyl-ethylamine